C(CCCCCCCCCC)C=1[N+](CCN1)(CC(=O)O)CCO undecyl-N-hydroxyethyl-N-carboxymethyl-imidazolinium